benzyl-6-chloro-1H-pyrrolo[2,3-b]pyridine-4-carboxylic acid methyl ester COC(=O)C=1C2=C(N=C(C1)Cl)N(C=C2)CC2=CC=CC=C2